C(O)([O-])=O.[K+].[Li+].C(O)([O-])=O lithium potassium hydrogen carbonate